4-(4-methyl-4,7-diazaspiro[2.5]octan-7-yl)aniline CN1C2(CC2)CN(CC1)C1=CC=C(N)C=C1